(1s,3s)-3-(7H-pyrrolo[2,3-h][1,6]naphthyridin-9-yl)cyclobutane-1-carboxylic acid N1=CC=CC2=CN=C3C(=C12)C(=CN3)C3CC(C3)C(=O)O